BrC=1C(=NN(C1)C)C1=NC=C(C=C1)Cl 2-(4-Bromo-1-methyl-1H-pyrazol-3-yl)-5-chloropyridine